OC1(CCC(CC1)CNC1=C(C=C(C=C1)S(=O)(=O)NC(C1=CC=CC=C1)=O)[N+](=O)[O-])C N-((4-((((1r,4r)-4-hydroxy-4-methyl-cyclohexyl)methyl)amino)-3-nitrophenyl)sulfonyl)benzamide